1-[4-(2,3-dimethylphenyl)piperazin-1-yl]-2-[3-(2-oxa-5-azabicyclo[2.2.2]octane-5-carbonyl)-5,6-dihydrocyclopenta[c]pyrazol-1(4H)-yl]ethan-1-one CC1=C(C=CC=C1C)N1CCN(CC1)C(CN1N=C(C2=C1CCC2)C(=O)N2C1COC(C2)CC1)=O